2-azido-3-hydroxy-3-phenylpropanoate N(=[N+]=[N-])C(C(=O)[O-])C(C1=CC=CC=C1)O